O=C1NC(CCC1N1C(N(C2=C1C=CC(=C2)CN2CCN(CC2)CC(=O)OC(C)(C)C)C)=O)=O tert-butyl 2-[4-[[1-(2,6-dioxo-3-piperidyl)-3-methyl-2-oxo-benzimidazol-5-yl]methyl]piperazin-1-yl]acetate